5-(6-(difluoromethoxy)-1H-pyrrolo[2,3-b]pyridin-3-yl)-N-(pyridin-3-yl)pyrazolo[1,5-a]pyridine-3-carboxamide FC(OC1=CC=C2C(=N1)NC=C2C2=CC=1N(C=C2)N=CC1C(=O)NC=1C=NC=CC1)F